C(C)(=O)C1=CC=C(C=C1)S(=O)(=O)N(CC1=CC=C(C=C1)OC)CC1=CC=C(C=C1)OC 4-Acetyl-N,N-bis(4-methoxybenzyl)benzenesulfonamide